C1(CCC1)[C@@H](C)C(C(=O)OCC)C(=O)OCC |r| (±)-Diethyl 2-(1-cyclobutylethyl)malonate